N-cyclopropyl-4-methyl-3-[1-(2-piperidin-1-yl-thiazol-5-yl)-1H-pyrazol-4-yl]-benzamide C1(CC1)NC(C1=CC(=C(C=C1)C)C=1C=NN(C1)C1=CN=C(S1)N1CCCCC1)=O